ClC=1N=C2C(=C(C(N(C2=CC1)C)=O)C#N)N1CCC(CC1)OC1=C(C=CC=C1)OC 6-chloro-4-(4-(2-methoxyphenoxy)piperidin-1-yl)-1-methyl-2-oxo-1,2-dihydro-1,5-naphthyridine-3-carbonitrile